3-fluoro-4-((4-(1-((2r,3s)-3-hydroxybut-2-yl)-1H-pyrazol-4-yl)-5-(trifluoromethyl)pyrimidin-2-yl)amino)benzenesulfonamide FC=1C=C(C=CC1NC1=NC=C(C(=N1)C=1C=NN(C1)[C@H](C)[C@H](C)O)C(F)(F)F)S(=O)(=O)N